3-Sulfamoylphenylacetamide S(N)(=O)(=O)C=1C=C(C=CC1)CC(=O)N